2-([5-[3-(2,2-dimethylpropoxy)phenyl]-1-(1-methyl-1H-indazol-7-yl)-1H-pyrazol-3-yl]methoxy)-2-methyl-propanoic acid CC(COC=1C=C(C=CC1)C1=CC(=NN1C=1C=CC=C2C=NN(C12)C)COC(C(=O)O)(C)C)(C)C